NC1=NC(=C(C=N1)C#N)NC(C)C1=C(N(C2=C(C=CC=C2C1=O)Cl)C)C1=CC=CC=C1 amino-5-cyano-6-((1-(8-chloro-1-methyl-4-oxo-2-phenyl-1,4-dihydroquinolin-3-yl)ethyl)amino)pyrimidine